7-Chloronaphtho[1,2-b]benzofuran ClC1=CC=CC2=C1C1=C(O2)C=2C=CC=CC2C=C1